3,5-di-t-butyl-4-hydroxyphenylacetic acid C(C)(C)(C)C=1C=C(C=C(C1O)C(C)(C)C)CC(=O)O